tert-butyl 3-(4-(2-(2-(4-(2,6-bis(benzyloxy)pyridin-3-yl)phenoxy)ethoxy)ethoxy)pyridin-3-yl)azetidine-1-carboxylate C(C1=CC=CC=C1)OC1=NC(=CC=C1C1=CC=C(OCCOCCOC2=C(C=NC=C2)C2CN(C2)C(=O)OC(C)(C)C)C=C1)OCC1=CC=CC=C1